7-(pyridin-3-yl)-5,7-diazaspiro[3.4]octane-6,8-dione N1=CC(=CC=C1)N1C(NC2(CCC2)C1=O)=O